CN1CC(OCC1)C(C)N 1-(4-methylmorpholin-2-yl)ethanamine